N[C@@H](CC(=O)OCC)C=1N(C=CC1)C1=CC=CC=C1 ethyl (S)-3-amino-3-(1-phenyl-1H-pyrrol-2-yl)propanoate